ClC=1C=C(C=CC1F)NC(=O)C1=C2CCC(C2=C(C=C1)F)OC(NC)=O n-methylcarbamic acid O-(S)-4-((3-chloro-4-fluorophenyl) carbamoyl)-7-fluoro-2,3-dihydro-1H-inden-1-yl ester